C1(CC1)C(=O)NC1=NC=C(C(=O)NC([2H])([2H])[2H])C(=C1)NC1=C(C(=CC=C1)C=1N=CN(C(C1)=O)C1CC1)OC 6-(cyclopropanecarboxamido)-4-((3-(1-cyclopropyl-6-oxo-1,6-dihydropyrimidin-4-yl)-2-methoxyphenyl)amino)-N-(methyl-d3)nicotinamide